CC1(N(C[C@@H]1CS(=O)(=O)C)C=1C=CC(=C2C=C(N=CC12)NC1=NC(=NC=C1)N1CCC(CC1)OC)[C@@H]1N(CCC1)C(C=C)=O)C 1-((R)-2-(8-((S)-2,2-dimethyl-3-((methylsulfonyl)methyl)azetidin-1-yl)-3-((2-(4-methoxypiperidin-1-yl)pyrimidin-4-yl)amino)isoquinolin-5-yl)pyrrolidin-1-yl)prop-2-en-1-one